1-(2-methyl-3-(trifluoromethyl)phenyl)ethylamine hydrochloride Cl.CC1=C(C=CC=C1C(F)(F)F)C(C)N